O1CCN(CC1)CC1=CC=C(C=C1)C#CC=1C=CC(=NC1)C1=NOC(=C1)CN1C(=NC=C1)[C@H](C)O (S)-1-(1-((3-(5-((4-(morpholino-methyl)phenyl)ethynyl)pyridin-2-yl)isoxazol-5-yl)methyl)-1H-imidazol-2-yl)ethan-1-ol